5-CYANO-2-HYDROXYPHENYLBORONIC ACID C(#N)C=1C=CC(=C(C1)B(O)O)O